N-(3,3-Dimethylcyclobutyl)-5-(imidazo[1,2-a]pyrimidin-6-yl)-4-methoxypyrrolo[2,1-f][1,2,4]triazin-2-amine CC1(CC(C1)NC1=NN2C(C(=N1)OC)=C(C=C2)C=2C=NC=1N(C2)C=CN1)C